[3-fluoro-5-(1,1,2,2,2-pentafluoroethylsulfanyl)-2-pyridyl]-2-(1-methyltetrazol-5-yl)sulfanyl-5-nitro-benzamide FC=1C(=NC=C(C1)SC(C(F)(F)F)(F)F)C=1C(=C(C(=O)N)C=C(C1)[N+](=O)[O-])SC1=NN=NN1C